ethyl (R)-2-(2-bromo-7-(4-chlorophenyl)-5-methylbenzo[d]thiazol-6-yl)-2-cyclopropoxyacetate BrC=1SC2=C(N1)C=C(C(=C2C2=CC=C(C=C2)Cl)[C@H](C(=O)OCC)OC2CC2)C